C(#N)C1=CC=C(C=C1)C=C1N=C(OC1=O)C=CC1=CC=C(C=C1)Cl (4-cyanophenylmethylene)-2-(4-chlorostyryl)oxazol-5(4H)-one